6-(2,6-difluoro-3,5-dimethoxyphenyl)-N-(1-methylpiperidin-4-yl)-2-(methylthio)pyrido[3,4-d]pyrimidine-8-amine FC1=C(C(=C(C=C1OC)OC)F)C1=CC2=C(N=C(N=C2)SC)C(=N1)NC1CCN(CC1)C